3,5-dimethylpiperidin CC1CNCC(C1)C